[Si](C)(C)(C(C)(C)C)OC1CN(C1)C1=CC(=NC(=N1)C(C)C)N 6-{3-[(tert-butyldimethylsilyl)oxy]azetidin-1-yl}-2-isopropylpyrimidin-4-amine